(R)-3-[2-[3-(8-Aminopyrido[3,4-d]pyrimidin-2-yl)phenyl]ethynyl]-3-hydroxy-1-(2,2,2-trifluoroethyl)pyrrolidin-2-one NC1=NC=CC2=C1N=C(N=C2)C=2C=C(C=CC2)C#C[C@]2(C(N(CC2)CC(F)(F)F)=O)O